C(=O)C=1N=C2C(=NC1)OC(=C2C#N)C(C)C 2-formyl-6-isopropyl-furo[2,3-b]pyrazine-7-carbonitrile